2-(4-formylphenyl)acetic acid C(=O)C1=CC=C(C=C1)CC(=O)O